6-(5-(((1s,2r,3r,5r)-2-fluoro-9-azabicyclo[3.3.1]non-3-yl)oxy)pyrazin-2-yl)isoquinolin-7-ol F[C@@H]1[C@@H]2CCC[C@H](C[C@H]1OC=1N=CC(=NC1)C=1C=C3C=CN=CC3=CC1O)N2